t-butylperoxy allyl monocarbonate C(OOOC(C)(C)C)(OCC=C)=O